FC=1C=CC(=NC1)C(=O)NC=1C=CC=C2C=CC=NC12 5-fluoro-N-(quinolin-8-yl)picolinamide